C(C)OC(=O)C1=NC=C(N=C1N1CCC(CC1)(C)CNC(=O)OC(C)(C)C)C (4-(((tert-Butoxycarbonyl)amino)methyl)-4-methylpiperidin-1-yl)-5-methylpyrazine-2-carboxylic acid ethyl ester